(1S,2S)-N-[2-(4-ethyl-6-methoxypyrimidin-5-yl)-1-methylpyrrolo[2,3-c]pyridin-5-yl]-2-fluorocyclopropane-1-carboxamide C(C)C1=NC=NC(=C1C1=CC=2C(=CN=C(C2)NC(=O)[C@H]2[C@H](C2)F)N1C)OC